5-(pyridin-4-ylmethyl)-1-(triphenylmethyl)imidazole-2-carbaldehyde N1=CC=C(C=C1)CC1=CN=C(N1C(C1=CC=CC=C1)(C1=CC=CC=C1)C1=CC=CC=C1)C=O